[2-(4-fluorophenyl)ethyl]({2-[(9R)-9-(pyridin-2-yl)-6-oxaspiro[4.5]decan-9-yl]ethyl})amine FC1=CC=C(C=C1)CCNCC[C@]1(CCOC2(CCCC2)C1)C1=NC=CC=C1